The molecule is a polyprenol diphosphate compound having twenty-two prenyl units with undefined stereochemistry about the double bonds. It has a role as a Saccharomyces cerevisiae metabolite. CC(=CCC/C(=C/CC/C(=C/CC/C(=C/CC/C(=C/CC/C(=C/CC/C(=C/CC/C(=C/CC/C(=C/CC/C(=C/CC/C(=C/CC/C(=C/CC/C(=C/CC/C(=C/CC/C(=C/CC/C(=C/CC/C(=C/CC/C(=C/CC/C(=C/CC/C(=C/CC/C(=C/CC/C(=C/COP(=O)(O)OP(=O)(O)O)/C)/C)/C)/C)/C)/C)/C)/C)/C)/C)/C)/C)/C)/C)/C)/C)/C)/C)/C)/C)/C)C